methyl 3-(3-(1-bromo-6-(1-(((2-methoxy-2-oxoethyl)sulfonyl)methyl)cyclopropyl)-3-methyl-2-oxohexan-3-yl)phenyl)propanoate BrCC(C(CCCC1(CC1)CS(=O)(=O)CC(=O)OC)(C)C=1C=C(C=CC1)CCC(=O)OC)=O